bis-carbene-gold C=[Au]=C